C(C1=CC=CC=C1)N1CCN(CC1)C1(CC1)C=1OC2=C(N1)C=CC=C2 2-(1-(4-benzylpiperazin-1-yl)cyclopropyl)benzo[d]oxazole